tri(diethylamino)vinylsilane (1R,3S)-3-(1-(tert-butyl)-5-(1-(11-hydroxyundecyl)-1H-pyrazole-4-carboxamido)-1H-pyrazol-3-yl)cyclopentyl-isopropylcarbamate C(C)(C)(C)N1N=C(C=C1NC(=O)C=1C=NN(C1)CCCCCCCCCCCO)[C@@H]1C[C@@H](CC1)N(C(O)=O)C(C)C.C(C)N(CC)C(=C(N(CC)CC)N(CC)CC)[SiH3]